[Pd].BrC1=C(C=C(C(=C1)Cl)OC)C=1OC=CN1 2-(2-BROMO-4-CHLORO-5-METHOXYPHENYL)-1,3-OXAZOLE Palladium